S1S[C@@H](CC1)CCCCC(=O)N1C=CC2=C1N=CN=C2C=2C=NN(C2)[C@@H](CC#N)C2CCCC2 (S)-3-(4-(7-(5-((R)-1,2-Dithiolan-3-yl)pentanoyl)-7H-pyrrolo[2,3-d]pyrimidin-4-yl)-1H-pyrazol-1-yl)-3-cyclopentylpropanenitrile